ClC1=C(C(=C(OCS(=O)(=O)C=2SC(=NN2)C)C(=C1F)F)F)F (((4-chloro-2,3,5,6-tetrafluorophenoxy)methyl)sulfonyl)-5-methyl-1,3,4-thiadiazole